7-chloro-4-methylbenzo[d]thiazole ClC1=CC=C(C=2N=CSC21)C